[Sn].[Pb].OC=1C=C2CC(CC2=CC1O)NCCC 5,6-dihydroxy-2-(n-propylamino)indan lead tin